4-((2,4-diaminopyrimidin-5-yl)oxy)-5-isopropyl-N-methylpyridine-2-sulfonamide NC1=NC=C(C(=N1)N)OC1=CC(=NC=C1C(C)C)S(=O)(=O)NC